N,N-dimethyl-pyrrolidinium difluoroborate B([O-])(F)F.C[N+]1(CCCC1)C